3H-pyrrolo[1,2-a]imidazole N=1C=2N(CC1)C=CC2